2-(2-chloro-6-methoxyphenyl)-N-[4-(3-chlorophenoxy)-3-sulfamoylphenyl]acetamide ClC1=C(C(=CC=C1)OC)CC(=O)NC1=CC(=C(C=C1)OC1=CC(=CC=C1)Cl)S(N)(=O)=O